COC=1C=C(CN(C=2SC=C(N2)COCCOCCN2CCOCC2)CC2=CC(=CC=C2)OCCOC)C=CC1 N-(3-methoxybenzyl)-N-(3-(2-methoxyethoxy)benzyl)-4-((2-(2-morpholinoethoxy)ethoxy)methyl)thiazol-2-amine